FC1=NC=CC=C1OC1C[C@@H]2[C@@H](CN(C2)CCC2=NC=C(C=C2)O)C1 (3aR,5R,6aS)-5-((2-fluoropyridin-3-yl)oxy)-2-(2-(5-hydroxypyridin-2-yl)ethyl)hexahydrocyclopenta[c]pyrrol